N-((6-ethoxypyridazin-3-yl)methyl)-2-methylpropan-1-amine C(C)OC1=CC=C(N=N1)CNCC(C)C